NC1=C(C(=O)NCC(C)C)C=C(C=N1)C1=C(C=C(C=C1)NC(C(O)C1=CC(=CC(=C1)F)F)=O)C 2-amino-5-(4-(2-(3,5-difluorophenyl)-2-hydroxyacetamido)-2-methylphenyl)-N-isobutylnicotinamide